6-fluoro-5-(2-morpholino-2-oxoethoxy)picolinaldehyde FC1=C(C=CC(=N1)C=O)OCC(=O)N1CCOCC1